Methyl 5-(4-chlorophenyl)-3-(1-methyl-1H-pyrazol-4-yl)pyrazine-2-carboxylate ClC1=CC=C(C=C1)C=1N=C(C(=NC1)C(=O)OC)C=1C=NN(C1)C